FC1=C(C=CC=C1)S(=O)(=O)N1CC2(C1)CC(C2)N2[C@@H](COC1=C(C2=O)C=NC(=C1)C)C (3R)-4-[2-(2-fluorophenyl)sulfonyl-2-azaspiro[3.3]heptan-6-yl]-3,8-dimethyl-2,3-dihydropyrido[3,4-f][1,4]oxazepin-5-one